(S)-(1-(4-(2-fluoro-2-methylpropyl)piperazin-1-yl)-3-methoxy-1-oxopropan-2-yl)carbamic acid tert-butyl ester C(C)(C)(C)OC(N[C@H](C(=O)N1CCN(CC1)CC(C)(C)F)COC)=O